4-[6-(cyclopropylcarbamoyl)-2-fluoropyridin-3-yl]piperazine-1-carboxylic acid tert-butyl ester C(C)(C)(C)OC(=O)N1CCN(CC1)C=1C(=NC(=CC1)C(NC1CC1)=O)F